BrC=1C=CC2=C(N=C(O2)CN2CCN(CC2)C(=O)OC(C)(C)C)C1 tert-butyl 4-[(5-bromo-1,3-benzoxazol-2-yl)methyl]piperazine-1-carboxylate